Sodium (2S,5R)-7-oxo-2-(N-(4-phenylthiazole-2-carbonyl) carbamimidoyl)-1,6-diazabicyclo[3.2.1]octan-6-yl sulfate S(=O)(=O)(ON1[C@@H]2CC[C@H](N(C1=O)C2)C(NC(=O)C=2SC=C(N2)C2=CC=CC=C2)=N)[O-].[Na+]